C1OCC12CN(C2)CC=2C=CC(=NC2)C=2C=NC(=CC2NC2=NC(=NC=C2)C(C)(F)F)NC(C)=O N-(5-((2-oxa-6-azaspiro[3.3]heptan-6-yl)methyl)-4'-((2-(1,1-difluoroethyl)pyrimidin-4-yl)amino)-[2,3'-bipyridin]-6'-yl)acetamide